O=S1CSC2=C1C=CC=C2 1-oxo-1,3-Benzodithiol